oxazol-5-ylmethyl (4-(piperidin-4-yl)phenyl)carbamate hydrochloride Cl.N1CCC(CC1)C1=CC=C(C=C1)NC(OCC1=CN=CO1)=O